N-glycolyl-α-neuraminic acid C(CO)(=O)N[C@@H]1[C@H](C[C@@](C(O)=O)(O)O[C@H]1[C@H](O)[C@H](O)CO)O